C(CCCCCCC)(=O)[O-].[NH4+] Ammonium caprylat